C(C1=CC=CC=C1)OC(=O)N[C@@H](C(=O)OCI)C(C)C (R)-iodomethyl 2-(((benzyloxy)carbonyl)amino)-3-methylbutanoate